FC1=C(CN2CN(C(C3=CC=CC=C23)=O)CC(=O)O)C=CC=C1 2-(1-(2-fluorobenzyl)-4-oxo-1,2-dihydro-quinazolin-3(4H)-yl)acetic acid